C(C=C)N(C(C(Cl)Cl)=O)CC1OCCO1 N-allyl-N-[(1,3-dioxolan-2-yl)-methyl]-dichloroacetamide